ClC=1C=CC(=C(C1)NC(C(=O)NC1(N(C2=CC=CC=C2C1NC(CCC1=CC=C(C=C1)NC(=O)N1CCC(CC1)C(N(C)CCO)=O)=O)C(=O)[O-])C(=O)[O-])=O)N1N=NN=C1 2-(((5-chloro-2-(1H-tetrazol-1-yl) phenyl) amino)-2-oxoacetamido)-3-(4-(4-((2-hydroxyethyl) (methyl) carbamoyl) piperidine-1-carboxamido) phenylpropanamido)-1H-indole-1,2-dicarboxylate